8-((3-cyanophenyl)(methyl)amino)-5-methyl-6-oxo-5,6-dihydro-1,5-naphthyridine-2-carbonitrile C(#N)C=1C=C(C=CC1)N(C1=CC(N(C=2C=CC(=NC12)C#N)C)=O)C